FC1=C(C=C(C=C1C(F)(F)F)N1N=CC2=CC(=CC=C12)N1C2(CCC2)CN(CC1)S(=O)(=O)C)O 2-Fluoro-5-(5-(8-(methyl-sulfonyl)-5,8-diazaspiro[3.5]-nonan-5-yl)-1H-indazol-1-yl)-3-(trifluoromethyl)phenol